8-bromo-6-methyl-1H-pyrido[2,3-b][1,4]oxazin-2(3H)-one BrC1=CC(=NC=2OCC(NC21)=O)C